N1C=C(C2=CC=CC=C12)CCNC=1C2=C(N=C(N1)C=1C=NC=C(C1)F)C(=CS2)C(C)C N-(2-(1H-indol-3-yl)ethyl)-2-(5-fluoropyridin-3-yl)-7-isopropylthieno[3,2-d]pyrimidin-4-amine